C1(CC1)CNC1=CC=C(C=C1)C1=C2C(=NC(=C1)NC(=O)C1CC1)NC=C2 N-(4-(4-((cyclopropylmethyl)amino)phenyl)-1H-pyrrolo[2,3-b]pyridin-6-yl)cyclopropylcarboxamide